C(CCCCCCCCC\C=C\CCCCCCCC)(=O)O (E)-icos-11-enoic acid